(R)-N-((3S,4R)-6-chloro-3-hydroxy-2,2-dimethylchroman-4-yl)-4-(4,4-diethyl-2-imino-6-oxotetrahydropyrimidin-1(2H)-yl)chromane-6-carboxamide ClC=1C=C2[C@H]([C@@H](C(OC2=CC1)(C)C)O)NC(=O)C=1C=C2[C@@H](CCOC2=CC1)N1C(NC(CC1=O)(CC)CC)=N